(S)-2,2-dideuterio-6-(2-chlorophenyl)-6-(allylamino)cyclohexanone hydrochloride Cl.[2H]C1(C([C@@](CCC1)(NCC=C)C1=C(C=CC=C1)Cl)=O)[2H]